1-(6-bromo-7-(4-fluorobenzyl)-3,3-dimethyl-2,3-dihydro-1H-pyrido[2,3-b][1,4]oxazin-1-yl)-2-chloroethan-1-one BrC=1C(=CC2=C(OC(CN2C(CCl)=O)(C)C)N1)CC1=CC=C(C=C1)F